3-methyl-2-butenal-dipentenyl acetal C(=CCCC)OC(C=C(C)C)OC=CCCC